FC=1C=C(C=CC1)[C@@H]1N(OCC1)C(=O)OC(C)(C)C tert-butyl (R)-3-(3-fluorophenyl)isoxazolidin-2-carboxylate